(6S)-6-[2-Chloro-3-(4-chloro-2-fluorophenyl)phenyl]-2-imino-6-methyl-3-[(2S,4S)-2-methyl-tetrahydropyran-4-yl]hexahydro-pyrimidin-4-one trifluoroacetic acid salt FC(C(=O)O)(F)F.ClC1=C(C=CC=C1C1=C(C=C(C=C1)Cl)F)[C@@]1(CC(N(C(N1)=N)[C@@H]1C[C@@H](OCC1)C)=O)C